((2S,4S)-4-fluoropyrrolidin-2-yl)methanol F[C@H]1C[C@H](NC1)CO